NC=1C=CC(=NC1)C=O 5-AMINOPICOLINALDEHYDE